BrC1=CC(=CN1)C(=O)NC1=CC(=CC(=C1)NS(=O)(=O)C)F 5-bromo-N-(3-fluoro-5-(methylsulfonamido)phenyl)-1H-pyrrole-3-carboxamide